[Cl-].[Cl-].C[Hf](C1(C=CC=C1)CCC)(C1(C=CC=C1)CCC)C dimethylbis(propylcyclopentadienyl)hafnium dichloride